5-bromo-4-({2-[6-(4-bromophenoxy)pyridin-3-yl]ethyl}amino)-6-methylpyrimidine BrC=1C(=NC=NC1C)NCCC=1C=NC(=CC1)OC1=CC=C(C=C1)Br